C(#N)C(CC1=CC=CC=C1)NC(=O)C1OCCCNC1 N-(1-CYANO-2-PHENYLETHYL)-1,4-OXAZEPAN-2-CARBOXAMIDE